N-[6-(5-chloro-1,3-benzoxazol-2-yl)spiro[3.3]heptan-2-yl]-2-(oxetan-3-ylamino)pyridine-4-carboxamide ClC=1C=CC2=C(N=C(O2)C2CC3(CC(C3)NC(=O)C3=CC(=NC=C3)NC3COC3)C2)C1